C1(CC1)C1=C(C=C(C(=O)O)C=C1)S(NC1=C(C=CC(=C1)C1=CC=NS1)C1=CC=CC=C1)(=O)=O 4-cyclopropyl-3-(N-(4-(isothiazol-5-yl)-[1,1'-biphenyl]-2-yl)sulfamoyl)benzoic Acid